2-(7',8'-dihydrospiro[azetidine-3,6'-pyrido[3,4-b]indol]-9'(5'H)-yl)-N-ethyl-5-fluoro-N-isopropylbenzamide C1=NC=CC2=C1N(C=1CCC3(CC21)CNC3)C3=C(C(=O)N(C(C)C)CC)C=C(C=C3)F